9,9-bis(4-(2-hydroxypropoxy)-1-naphthyl)fluorene OC(COC1=CC=C(C2=CC=CC=C12)C1(C2=CC=CC=C2C=2C=CC=CC12)C1=CC=C(C2=CC=CC=C12)OCC(C)O)C